FC=1C(=C(C=CC1)NC=1C(=NN2C1C(NCC2)=O)C2=C1C(=NC=C2)C=NN1CC1=CC=C(C=C1)OC)OC 3-[(3-fluoro-2-methoxyphenyl)amino]-2-{1-[(4-methoxyphenyl)methyl]pyrazolo[4,3-b]pyridin-7-yl}-5H,6H,7H-pyrazolo[1,5-a]pyrazin-4-one